C(CCCCCCC)NC(CCCCCCCC)=O N-octylpelargonamide